C1(CCCC1)NC([C@H](C)NC(=O)[C@H]1N2C(C3=CC=CC=C3C2C=2NC3=CC=CC=C3C2C1)=O)=O (2S)-N-cyclopentyl-2-{[(11S)-9-oxo-10,20-diazapentacyclo[11.7.0.02,10.03,8.014,19]icosa-1(13),3,5,7,14,16,18-heptaen-11-yl]formamido}propanamide